(S)-(2-(3-(5-fluoropyridin-2-yloxy)pyrrolidin-1-yl)-5-(2-methoxyphenoxy)phenyl)methanol FC=1C=CC(=NC1)O[C@@H]1CN(CC1)C1=C(C=C(C=C1)OC1=C(C=CC=C1)OC)CO